5-fluoro-9-hydrazino-8-(4-fluorophenyl)-8,9-dihydro-2H-pyrido[4,3,2-de]phthalazin-3(7H)-one-7-carboxylic acid tert-butyl ester C(C)(C)(C)OC(=O)N1C(C(C2=NNC(C=3C=C(C=C1C23)F)=O)NN)C2=CC=C(C=C2)F